ClC1=C(C=CC=C1)CC(=O)NC1=CC(=C(C=C1)C=1C=NN(C1)C1CC1)S(N=CN(C)C)(=O)=O 2-(2-chlorophenyl)-N-[4-(1-cyclopropyl-1H-pyrazol-4-yl)-3-{[(dimethylamino)methylidene]sulfamoyl}phenyl]acetamide